C1=CC=CC=2C3=CC=CC=C3C(C12)COC(=O)N[C@H](C(=O)O)CC=1C=NC(=CC1)OCC(=O)OC(C)(C)C (S)-2-((((9H-fluoren-9-yl)methoxy)carbonyl)amino)-3-(6-(2-(tert-butoxy)-2-oxoethoxy)pyridin-3-yl)propanoic acid